N[C@@](C(=O)OC)(C)C1=C(C=CC=C1)[N+](=O)[O-] Methyl (S)-2-amino-2-(2-nitrophenyl)propanoate